Methyl (3S)-1-{3-fluoro-4-[7-(5-fluoropyridin-3-yl)-5-[(1R)-1-methyl-1,2,3,4-tetrahydroisoquinoline-2-carbonyl]pyrazolo[1,5-a]pyrimidin-2-yl]phenyl}pyrrolidine-3-carboxylate FC=1C=C(C=CC1C1=NN2C(N=C(C=C2C=2C=NC=C(C2)F)C(=O)N2[C@@H](C3=CC=CC=C3CC2)C)=C1)N1C[C@H](CC1)C(=O)OC